CC=1C(=NNC1)C[C@@H](C)C=1C=C(C=CC1)N1C(C2=CC=CC(=C2C1)C(F)(F)F)=O (R)-2-(3-(1-(4-methyl-1H-pyrazol-3-yl)propan-2-yl)phenyl)-4-(trifluoromethyl)isoindolin-1-one